Heptyl-6-((2-(1-(N-(2-(dinonylamino)ethyl)-N-nonylglycyl)pyrrolidin-3-yl)ethyl)(tetradecyl)amino)hexanoate C(CCCCCC)OC(CCCCCN(CCCCCCCCCCCCCC)CCC1CN(CC1)C(CN(CCCCCCCCC)CCN(CCCCCCCCC)CCCCCCCCC)=O)=O